N-(8-((methyl-d3)amino)-2,7-naphthyridin-3-yl)cyclopropane-carboxamide C([2H])([2H])([2H])NC=1N=CC=C2C=C(N=CC12)NC(=O)C1CC1